(E)-3-(1-((4-isobutylphenyl)sulfonyl)-1H-indol-3-yl)-1-phenylprop-2-en-1-one C(C(C)C)C1=CC=C(C=C1)S(=O)(=O)N1C=C(C2=CC=CC=C12)/C=C/C(=O)C1=CC=CC=C1